methylenebis(isocyanatomethyl) isocyanate C(C(N=C=O)N=C=O)C(N=C=O)N=C=O